4-isocyanato-1,2,3,5,6,7-hexahydros-indacene 2-((tert-butoxycarbonyl)amino)-4-(cyanomethyl)pentanedioate C(C)(C)(C)OC(=O)NC(C(=O)O)CC(C(=O)O)CC#N.N(=C=O)C1=C2CCCC2=CC=2CCCC12